C1(CC1)C1=CC(=C2CN(C(C2=C1)=O)C1=CC(=CC=C1)[C@@]([C@H](C1=NN=CN1C)F)(C)F)C(F)(F)F trans-6-cyclopropyl-2-(3-((1S,2R)-1,2-difluoro-1-(4-methyl-4H-1,2,4-triazol-3-yl)propan-2-yl)phenyl)-4-(trifluoromethyl)isoindolin-1-one